FC1=C(C=CC(=C1)F)C=1C(=C2N(N1)CCC2)C=2C=CC=1N(C2)N=CN1 6-(2-(2,4-Difluorophenyl)-5,6-dihydro-4H-pyrrolo[1,2-b]pyrazol-3-yl)-[1,2,4]triazolo[1,5-a]pyridine